O(C1=CC=CC=C1)C=1C(=CC(=C(C(=O)O)C1)NN)OC 5-(phenoxy)-2-hydrazino-4-methoxybenzoic acid